FC(C(=O)C=1NC=CN1)F 2,2-difluoro-1-(1H-imidazol-2-yl)ethan-1-one